C[Sn](C=1SC=C(C1)S(=O)(=O)C)(C)C trimethyl(4-(methylsulfonyl)thiophen-2-yl)stannane